C(C)N(CC)CCN(CCOC(OC(CCCCCCC(=O)[O-])CCCCCC)=O)C(C)C 3-ethyl-12-hexyl-6-isopropyl-10-oxo-9,11-dioxa-3,6-diazanonadecan-19-oate